ethyl 4-(4-((5-cyclopropyl-3-(2,6-dichlorophenyl) isoxazol-4-yl) methoxy) piperidin-1-yl)-2-fluorobenzoate C1(CC1)C1=C(C(=NO1)C1=C(C=CC=C1Cl)Cl)COC1CCN(CC1)C1=CC(=C(C(=O)OCC)C=C1)F